5-bromo-2,2-dimethyl-5-[4-(methylsulfonyl)phenyl]furan-3(2H)-one BrC1(CC(C(O1)(C)C)=O)C1=CC=C(C=C1)S(=O)(=O)C